N1C(=CC=C1)C=1N=NC(=CC1)C(F)(F)F (1H-pyrrol-2-yl)-6-(trifluoromethyl)pyridazine